COC(=O)N1C(C(C2(CC2)CC1)N)CC=1C=C(C=CC1)C1=CC=CC=C1 5-([1,1'-Biphenyl]-3-ylmethyl)-4-amino-6-azaspiro[2.5]octane-6-carboxylic acid methyl ester